BrC1=C(CNC(C2=C(C(=C(C=C2CCCCC)O)CC=C(CCC=C(C)C)C)O)=O)C=CC=C1 N-(2-bromobenzyl)-3-(3,7-dimethylocta-2,6-dien-1-yl)-2,4-dihydroxy-6-pentylbenzamide